1-[[6-(difluoromethoxy)-4-[2-[(2,6-dimethylpyrimidin-4-yl)amino]pyrazolo[1,5-a]pyridin-5-yl]-3-pyridyl]oxymethyl]cyclopropanecarbonitrile FC(OC1=CC(=C(C=N1)OCC1(CC1)C#N)C1=CC=2N(C=C1)N=C(C2)NC2=NC(=NC(=C2)C)C)F